2-ethyl-hexylamine C(C)C(CN)CCCC